N-(1-amino-3-hydroxy-2-methyl-1-oxopropan-2-yl)-5-(1,1-difluoro-2-phenylethyl)-2-methylbenzofuran-3-carboxamide NC(C(CO)(C)NC(=O)C1=C(OC2=C1C=C(C=C2)C(CC2=CC=CC=C2)(F)F)C)=O